oxo-3-nitro-benzoic acid chloride O=C1C(C(=O)Cl)C=CC=C1[N+](=O)[O-]